dibenzyl (2-(4-oxocyclohexyl)ethyl)phosphonate O=C1CCC(CC1)CCP(OCC1=CC=CC=C1)(OCC1=CC=CC=C1)=O